N[C@H](CNC1=NC(=C2C(=N1)N(N=C2)C)NC2=CC=C(C=C2)C(F)(F)F)C2=CC=CC=C2 6-N-[(2S)-2-amino-2-phenylethyl]-1-methyl-4-N-[4-(trifluoromethyl)phenyl]pyrazolo[3,4-d]pyrimidine-4,6-diamine